BrC1=NNC(C=2N1N=CC2)=O 7-bromopyrazolo[1,5-d][1,2,4]triazin-4(5H)-one